tert-butyl 7-(6-(trifluoromethyl)nicotinoyl)-3,4-dihydroisoquinoline-2(1H)-carboxylate FC(C1=NC=C(C(=O)C2=CC=C3CCN(CC3=C2)C(=O)OC(C)(C)C)C=C1)(F)F